C1(=CC=CC=C1)S(=O)(=O)/C=C/C (2E)-3-(benzenesulfonyl)prop-2-en